3-propionylbenzo[b]thiophene-2-carboxylic acid methyl ester COC(=O)C1=C(C2=C(S1)C=CC=C2)C(CC)=O